C(C)(C)(C)C1=C(C(=CC=C1)C(C)(C)C)OC 2,6-di-tert-butyl-anisole